2-(5-((2S,5R)-5-amino-2-methylpiperidine-1-carbonyl)-7-methoxy-1-methyl-1H-benzo[d]imidazol-2-yl)-1-(cyclopropylmethyl)-N,N-dimethyl-1H-pyrrolo[2,3-b]pyridine-6-carboxamide N[C@@H]1CC[C@@H](N(C1)C(=O)C1=CC2=C(N(C(=N2)C2=CC=3C(=NC(=CC3)C(=O)N(C)C)N2CC2CC2)C)C(=C1)OC)C